C(C1=CC=CC=C1)N1CCC(CC1)CCNC(=O)C1(CCN(CC1)C1=CC(=C(C=C1)OC(F)(F)F)C#N)O N-[2-(1-benzylpiperidin-4-yl)ethyl]-1-[3-cyano-4-(trifluoromethoxy)phenyl]-4-hydroxypiperidine-4-carboxamide